C(C)(C)(C)OC(=O)N1C(OC[C@@H]1C1=CC(=C(C=C1)Cl)Br)(C)C (S)-4-(3-bromo-4-chlorophenyl)-2,2-dimethyloxazolidine-3-carboxylic acid tert-butyl ester